FC(C(=O)O)(F)F.NC=1C(=NC=CC1C(C(F)(F)F)(O)O)Cl 1-(3-amino-2-chloropyridin-4-yl)-2,2,2-trifluoroethane-1,1-diol, trifluoroacetate salt